3-(Methylthio)Methylthiophene CSCC1=CSC=C1